O=C1N(CCC(N1)=O)C=1C=C(C(=O)N2CCC3(CCN(CC3)CCCC=O)CC2)C=CC1OC 4-(9-(3-(2,4-dioxotetrahydropyrimidin-1(2H)-yl)-4-Methoxybenzoyl)-3,9-diazaspiro[5.5]undec-3-yl)n-butyraldehyde